BrC1=CN=C(S1)C[C@H](C(=O)OC(C)(C)C)[C@@H]1CN(CC1)C(=O)OC(C)(C)C Tert-butyl (R)-3-((S)-3-(5-bromothiazol-2-yl)-1-(tert-butoxy)-1-oxopropan-2-yl)pyrrolidine-1-carboxylate